FC(OC1=NC=CC(=C1)N1CC(C1)O)F 1-(2-(difluoromethoxy)pyridin-4-yl)azetidin-3-ol